ClC=1C=C2CN(CC2=CC1)C1=NC=2N(C(=C1)C=1C=NNC1)N=C(C2C(C)C)C(=O)NC2=CC(=CC=C2)N2CCOCC2 5-(5-chloroisoindolin-2-yl)-3-isopropyl-N-(3-morpholinophenyl)-7-(1H-pyrazol-4-yl)pyrazolo[1,5-a]pyrimidine-2-carboxamide